C(CCCCC)C(=C(C(=O)O)CCCCCC)C(=O)O.C(\C=C\C(=O)OCCCCCC)(=O)OCCCCCC dihexyl fumarate (dihexyl-but-2-enedioate)